C(C)(C)(C)C1=CC=C(C=C1)CN1C(CCC1CC(=O)N1CC(OC(C1)C)C)=O 1-[(4-tert-butylphenyl)methyl]-5-[2-(2,6-dimethylmorpholin-4-yl)-2-oxoethyl]pyrrolidin-2-one